4-(chloromethyl)-1H-imidazole hydrochloride Cl.ClCC=1N=CNC1